(R)-1-(4-fluorophenyl)-3-(1-(naphthalen-1-yl)ethyl)urea FC1=CC=C(C=C1)NC(=O)N[C@H](C)C1=CC=CC2=CC=CC=C12